C(N)(=O)[C@@H]1C[C@H](CN1)N1CC(C1)OC1=C(C=2O[B-]([C@H]3C[C@H]3C2C=C1)(O)O)C(=O)[O-] (2R,4S)-9-{1-[(3R,5S)-5-carbamoylpyrrolidin-3-yl]azetidin-3-yl}oxy-5,5-dihydroxy-6-oxa-5-boranuidatricyclo[5.4.0.02,4]undeca-1(7),8,10-triene-8-carboxylate